NC1=C(C=C(C=C1)C=1SC=CC1)NC(=O)C1=NC=C(C=C1)S(=O)(=O)CCOC N-[2-amino-5-(2-thienyl)phenyl]-5-(2-methoxyethylsulfonyl)pyridine-2-carboxamide